NC1=C(C(=NN1C1=C(C=C(C=C1Cl)C(F)(F)F)Cl)C#N)S(=O)C(F)(F)F 5-amino-1-[2,6-dichloro-4-(trifluoromethyl)phenyl]-4-[(trifluoromethyl)sulfinyl]-1H-pyrazole-3-carbonitrile